O=C1NC(CCC1N1C(C2=CC=C(C=C2C1)CNC(=O)NC1=CC=C(OCC2=CC=C(C=C2)CNC(OC(C)(C)C)=O)C=C1)=O)=O tert-butyl N-[[4-[[4-[2-(2,6-dioxo-3-piperidyl)-1-oxo-isoindolin-5-yl]methyl carbamoylamino phenoxy]methyl]phenyl]methyl]carbamate